6-chloro-2-[7-fluoro-6-(methoxymethoxy)-2-methyl-indazol-5-yl]pyrido[2,3-b]pyrazine ClC=1C=CC=2C(=NC=C(N2)C2=CC3=CN(N=C3C(=C2OCOC)F)C)N1